tetrahydro-1H-pyrrolo[3,4-c]pyrrole-5-carboxylate C1NCC2C1=CN(C2)C(=O)[O-]